O1C(=CC=C1)CC1N(CC2=C1CN(C2)S(=O)(=O)C=2C=NC=CC2)C(=O)N (furan-2-ylmethyl)-5-(pyridin-3-ylsulfonyl)-3,4,5,6-tetrahydropyrrolo[3,4-c]pyrrole-2(1H)-carboxamide